C(C)OCCN1C(C(CCC1)C1=CC=2C(=NC=CC2NC=2C=CC3=C(N=CS3)C2)S1)C N-(2-(1-(2-ethoxyethyl)-2-methylpiperidin-3-yl)thieno[2,3-b]-pyridin-4-yl)benzo-[d]thiazol-5-amine